2-[4-(difluoromethanesulfonyl)phenyl]-4-[4-fluoro-2-(2,2,2-trifluoroethoxy)phenyl]-2,3-dihydro-1H-pyrrolo[3,4-c]pyridin-1-one FC(S(=O)(=O)C1=CC=C(C=C1)N1CC=2C(=NC=CC2C1=O)C1=C(C=C(C=C1)F)OCC(F)(F)F)F